CC1=NC(=C(C(=N1)C)C#N)C 2,4,6-trimethyl-pyrimidine-5-formonitrile